3'-nitro-7',8'-dihydro-5'h-spiro[[1,3]dioxolane-2,6'-quinoline] [N+](=O)([O-])C=1C=NC=2CCC3(CC2C1)OCCO3